BrCCCCO[SiH](C)C ((4-bromobutyl)oxy)dimethylsilane